ClC1=C(C=C2C=C(N=CC2=C1)NC(=O)C1CC12CCOCC2)N2CCN(CC2)C2COCC2O N-(7-chloro-6-(4-(4-hydroxytetrahydrofuran-3-yl)piperazin-1-yl)isoquinolin-3-yl)-6-oxaspiro[2.5]octane-1-carboxamide